NC1=NN2C(C=CC(=C2)C=2C=CC(=C(C2)NC(=O)N2OCC[C@H]2C2=CC=CC=C2)C)=N1 (S)-N-(5-(2-amino-[1,2,4]triazolo[1,5-a]pyridin-6-yl)-2-methylphenyl)-3-phenylisoxazolidine-2-carboxamide